tert-butyl (S*)-(3-(4-(2,6-dioxopiperidin-3-yl)benzofuran-2-yl)prop-2-yn-1-yl)carbamate O=C1NC(CC[C@H]1C1=CC=CC2=C1C=C(O2)C#CCNC(OC(C)(C)C)=O)=O |o1:6|